((4-bromothiophen-2-yl)methyl)-2,4-dihydro-3H-1,2,4-triazol-3-one BrC=1C=C(SC1)CN1N=CNC1=O